C(C)OC(/C=C/C1=NC(=C(C(=O)OC)C=C1)OC)=O methyl (E)-6-(3-ethoxy-3-oxoprop-1-en-1-yl)-2-methoxynicotinate